1-(4-((1-ACETYLPIPERIDIN-4-YL)OXY)-3-(TRIFLUOROMETHYL)PHENYL)-3-(4-(4-AMINO-7-CYCLOPROPYL-7H-PYRROLO[2,3-D]PYRIMIDIN-5-YL)-2-FLUOROPHENYL)UREA C(C)(=O)N1CCC(CC1)OC1=C(C=C(C=C1)NC(=O)NC1=C(C=C(C=C1)C1=CN(C=2N=CN=C(C21)N)C2CC2)F)C(F)(F)F